O[C@@]1([C@H](/C=C/[C@@H]([C@H](C(C(C[C@H](CC1)O)=O)=O)\C(\C)=C\C=C\C(CCC1=CC=CC=C1)C)C)OC(C)=O)C acetic acid [(2s,3s,4e,6s,7s,10s)-7,10-dihydroxy-3,7-dimethyl-2-[(2e,4e)-6-methyl-8-phenyloct-2,4-dien-2-yl]-12-oxo-1-oxocyclododec-4-en-6-yl] ester